ClC=1C=CC(=C(C1)C1=CC(N(C=C1OC)C(C(=O)NC1=CC(=C(C(=O)N)C=C1)F)CCOC)=O)C=1N=COC1 4-[(2-{4-[5-chloro-2-(1,3-oxazol-4-yl)phenyl]-5-methoxy-2-oxopyridin-1(2H)-yl}-4-methoxybutyryl)amino]-2-fluorobenzamide